CC1=CC=C(C=C1)S(=O)(=O)C(C2=CC(=CC=C2)F)[N+]#[C-] [1-(3-FLUOROPHENYL)-1-TOSYL]METHYL ISOCYANIDE